C(C)(C)(C)OC(=O)N1CCC(CC1)N1CCC2=CC(=CC=C12)Cl 4-(5-Chloroindolin-1-yl)piperidine-1-carboxylic acid tert-butyl ester